iso-hexyl bromide C(CCC(C)C)Br